racemic-(E)-3-((3-butyl-3-ethyl-2-methyl-7-(methylthio)-1,1-dioxido-5-phenyl-2,3,4,5-tetrahydro-1,2,5-benzothiadiazepin-8-yl)oxy)acrylic acid C(CCC)C1(N(S(C2=C(N(C1)C1=CC=CC=C1)C=C(C(=C2)O/C=C/C(=O)O)SC)(=O)=O)C)CC